4-(3-((tert-butyldimethylsilyl)oxy)propyl)-6-isopropylpyrimidin-5-amine [Si](C)(C)(C(C)(C)C)OCCCC1=NC=NC(=C1N)C(C)C